1,3-dioxo-1,3-dihydronaphtho[1,2-c]furan-7-carbonyl chloride O=C1OC(C2=C1C1=CC=C(C=C1C=C2)C(=O)Cl)=O